5-(tert-butyl)-N-(2-fluoro-4-(6-morpholinopyrazolo[1,5-a]pyrazin-4-yl)benzyl)-1,3,4-oxadiazole-2-carboxamide C(C)(C)(C)C1=NN=C(O1)C(=O)NCC1=C(C=C(C=C1)C=1C=2N(C=C(N1)N1CCOCC1)N=CC2)F